9-(4-((1-(3-Fluoropropyl)azetidin-3-yliden)methyl)phenyl)-8-(3-methyl-2-(trifluoromethyl)phenyl)-6,7-dihydro-5H-benzo[7]annulen FCCCN1CC(C1)=CC1=CC=C(C=C1)C1=C(CCCC2=C1C=CC=C2)C2=C(C(=CC=C2)C)C(F)(F)F